COP(=O)(OC)O.OC(=CC(=O)OC)CC(=O)OC Dimethyl 3-hydroxyglutaconate dimethyl-phosphate